C(C)(=O)N1CCC(CC1)(O)CN1C=NC=2C(C1=O)=NN(C2C2=CC=CC=C2)C 6-((1-Acetyl-4-hydroxypiperidin-4-yl)methyl)-2-methyl-3-phenyl-2H-pyrazolo[4,3-d]pyrimidin-7(6H)-one